C1(CC1)C1=CC(=C(C=C1)C(C)N1C[C@@H](N(C[C@H]1CC)C1=CC(N(C=2C=CC(=NC12)C#N)C)=O)CC)F 8-((2s,5r)-4-(1-(4-cyclopropyl-2-fluorophenyl)ethyl)-2,5-diethylpiperazin-1-yl)-5-methyl-6-oxo-5,6-dihydro-1,5-naphthyridine-2-carbonitrile